N-cyclohexyl-2-(methylamino)propanamide C1(CCCCC1)NC(C(C)NC)=O